2-[2-methyl-4-(4,4,5,5-tetramethyl-1,3,2-dioxaborolan-2-yl)phenyl]1,2-thiazolidine 1,1-dioxide CC1=C(C=CC(=C1)B1OC(C(O1)(C)C)(C)C)N1S(CCC1)(=O)=O